BrC1=CC2=C(N(N=C2C=C1Cl)[C@H]1C=C(C(=O)O)O[C@H]([C@@H]1NC(C(Cl)(Cl)Cl)=O)[C@H](O)[C@H](O)CO)C#N 2,6-Anhydro-4-(5-bromo-6-chloro-3-cyano-2H-indazol-2-yl)-5-(2,2,2-trichloroacetamido)-3,4,5-trideoxy-D-glycero-D-galacto-non-2-enonic acid